(1R,3S,5R)-2-(2-(3-acetyl-5-(2-methylpyrimidin-5-yl)-1H-indazol-1-yl)acetyl)-N-(6-bromo-3-((2-fluoro-ethoxy)methyl)pyridin-2-yl)-5-methyl-2-azabicyclo[3.1.0]hexane-3-carboxamide C(C)(=O)C1=NN(C2=CC=C(C=C12)C=1C=NC(=NC1)C)CC(=O)N1[C@@H]2C[C@@]2(C[C@H]1C(=O)NC1=NC(=CC=C1COCCF)Br)C